C(C=C)N1C(C2=C(C=C1C(F)(F)F)N=C(N2C)C2=NC=C(C=C2S(=O)(=O)CC)C(F)(F)F)=O 5-allyl-2-[3-ethylsulfonyl-5-(trifluoromethyl)-2-pyridyl]-3-methyl-6-(trifluoromethyl)imidazo[4,5-c]pyridin-4-one